3-[4-amino-5-(trifluoromethyl)pyrrolo[2,1-f][1,2,4]triazin-7-yl]-N-(1-benzyl-1H-pyrazol-4-yl)benzamide NC1=NC=NN2C1=C(C=C2C=2C=C(C(=O)NC=1C=NN(C1)CC1=CC=CC=C1)C=CC2)C(F)(F)F